3-amino-5-bromopyridin-2-ol NC=1C(=NC=C(C1)Br)O